FC(C(=O)O)(F)F.C(C)OC(=O)C1=C(N=C(S1)NC1=NC(=CC(=N1)NCC1=CC(=CC=C1)[N+](=O)[O-])N1CCNCC1)C 4-methyl-2-[[4-[[(3-nitrophenyl)methyl]amino]-6-(1-piperazinyl)-2-pyrimidinyl]amino]-5-thiazolecarboxylic acid ethyl ester trifluoroacetate